3-methyl-1-p-sulfophenyl-2-pyrazolin-5-one CC1=NN(C(C1)=O)C1=CC=C(C=C1)S(=O)(=O)O